OC1[C@@H](OCC12CCN(CC2)C(=O)[O-])C (3S)-4-hydroxy-3-Methyl-2-oxa-8-azaspiro[4.5]decane-8-carboxylate